(3,4-epoxycyclohexylethyl)propyltripropoxysilane C1(CC2C(CC1)O2)CCC(CC)O[Si](OCCC)(OCCC)CCC